3,3'-methylenebis(1-(2,6-diisopropylphenyl)-3-imidazolium) C([N+]1=CN(C=C1)C1=C(C=CC=C1C(C)C)C(C)C)[N+]1=CN(C=C1)C1=C(C=CC=C1C(C)C)C(C)C